(3-(methyl-(7H-pyrrolo[2,3-d]pyrimidin-4-yl)amino)bicyclo[1.1.1]pentan-1-yl)propane-1-sulfonamide CN(C12CC(C1)(C2)C(CC)S(=O)(=O)N)C=2C1=C(N=CN2)NC=C1